methyl 2-(1-tert-butoxycarbonyl-3,6-dihydro-2H-pyridin-5-yl)-7-(4,4,5,5-tetramethyl-1,3,2-dioxaborolan-2-yl)-1H-indole-5-carboxylate C(C)(C)(C)OC(=O)N1CCC=C(C1)C=1NC2=C(C=C(C=C2C1)C(=O)OC)B1OC(C(O1)(C)C)(C)C